N-(4,6-dimethyl-5-(7-(methylamino)-1,6-naphthyridin-3-yl)pyridin-3-yl)-4-(trifluoromethyl)pyridin-amide CC1=C(C=NC(=C1C=1C=NC2=CC(=NC=C2C1)NC)C)NC(=O)C1=NC=CC(=C1)C(F)(F)F